O=P(Cl)(Cl)Cl phosphoroxychloride